N-isopentylnonane-1,9-diamine C(CC(C)C)NCCCCCCCCCN